COC(C1=CC(C(=O)OC)=CC(=C1)N)=O Dimethyl-5-Aminoisophthalate